C[C@@H]1CN(C[C@@H](N1)C)C1=CC=CC(=N1)CNC=1C2=C(N=CN1)NC=C2C2=CC(=NC=C2)NC N-((6-((3R,5S)-3,5-dimethylpiperazin-1-yl)pyridin-2-yl)methyl)-5-(2-(methylamino)pyridin-4-yl)-7H-pyrrolo[2,3-d]pyrimidin-4-amine